6-(2,6-difluoro-4-(7-methoxy-2-(methyl-d3)-2H-indazol-4-yl)benzyl)-6,7-dihydro-5H-pyrrolo[3,4-b]pyridin-5-one-7,7-d2 FC1=C(CN2C(C3=NC=CC=C3C2=O)([2H])[2H])C(=CC(=C1)C=1C2=CN(N=C2C(=CC1)OC)C([2H])([2H])[2H])F